5-Bromo-6-methyl-3-nitro-pyridine-2,4-diol BrC=1C(=C(C(=NC1C)O)[N+](=O)[O-])O